(3-cyanophenyl)-5-[4-[(3-methyl-2-pyridinyl)methyl]piperazin-1-yl]pyrazolo[1,5-a]pyrimidine-3-carbonitrile C(#N)C=1C=C(C=CC1)C1=NN2C(N=C(C=C2)N2CCN(CC2)CC2=NC=CC=C2C)=C1C#N